2-benzyl 3-methyl 4-allyl-6-hydroxy-4-methyl-2-azabicyclo[3.2.0]heptane-2,3-dicarboxylate C(C=C)C1(C(N(C2CC(C12)O)C(=O)OCC1=CC=CC=C1)C(=O)OC)C